Cl.NCCCCCC(=O)N1CC[C@@H](C2=CC=CC=C12)C(=O)N[C@@H]1C(NC(CC1)=O)=O (4S)-1-(6-aminocaproyl)-N-[(3S)-2,6-dioxo-3-piperidyl]-3,4-dihydro-2H-quinoline-4-carboxamide hydrochloride